CC1(S(CCCC1NC1=NC=C(C=2N=CN(C(C21)=O)C)C2=CC=C(C=C2)C(F)(F)F)(=O)=O)C 5-((2,2-dimethyl-1,1-dioxidotetrahydro-2H-thiopyran-3-yl)amino)-3-methyl-8-(4-(trifluoromethyl)phenyl)pyrido[4,3-d]pyrimidin-4(3H)-one